(1r,4r)-4-(3-chloroanilino)-2'-{3-[(8-fluoro-5,6,7,8-tetrahydroquinolin-4-yl)oxy]propyl}-2',3'-dihydrospiro[cyclohexane-1,1'-indene]-4-carboxylic acid ClC=1C=C(NC2(CCC3(C(CC4=CC=CC=C34)CCCOC3=CC=NC=4C(CCCC34)F)CC2)C(=O)O)C=CC1